5-[4-[(3S)-1-(3-fluoropropyl)pyrrolidin-3-yl]oxyphenyl]-6-(2-methoxy-4-pyridyl)-8,9-dihydro-7H-benzo[7]annulen-2-ol FCCCN1C[C@H](CC1)OC1=CC=C(C=C1)C1=C(CCCC2=C1C=CC(=C2)O)C2=CC(=NC=C2)OC